(2H5)ethyl (2S)-2-amino-3-(4-fluorophenyl)propanoate Hydrochloride Cl.N[C@H](C(=O)OC(C([2H])([2H])[2H])([2H])[2H])CC1=CC=C(C=C1)F